vinyl acetate, sodium salt [Na].C(C)(=O)OC=C